CC(CCCCCCN1[C@@H](C[C@@H](C1)O)C(=O)OCCCCCCCC(=O)OC(CCCCCCCC)CCCCCCCC)(C(OCCCC(CCCCC)CCCCC)=O)C [8-(1-octylnonoxy)-8-oxo-octyl] (2S,4S)-1-[7,7-dimethyl-8-oxo-8-(4-pentylnonoxy)octyl]-4-hydroxy-pyrrolidine-2-carboxylate